CN(S(=O)(=O)N1CCC(CC1)C1=C(N(C=C1)S(N)(=O)=O)C(=O)O)C 3-[1-(Dimethylsulfamoyl)-4-piperidyl]-1-sulfamoyl-pyrrole-2-carboxylic acid